4-(6-(3,6-diazabicyclo[3.1.1]heptan-3-yl)pyridin-3-yl)-6-bromopyrazolo[1,5-a]pyridine-3-carbonitrile hydrochloride Cl.C12CN(CC(N1)C2)C2=CC=C(C=N2)C=2C=1N(C=C(C2)Br)N=CC1C#N